N[C@H](C(=O)N[C@@H]1C[C@@](NCC1)(C(=O)O)CCCCB(O)O)[C@H](CC)C (2R,4S)-4-[[(2S,3S)-2-amino-3-methyl-pentanoyl]amino]-2-(4-boronobutyl)piperidine-2-carboxylic acid